CC1=CC(=C(C=C1)O)OC p-creosol